(S)-N-(1-(1-benzylcyclobutyl)ethyl)-1-methyl-5-oxo-4,5-dihydro-1H-1,2,4-triazole-3-carboxamide C(C1=CC=CC=C1)C1(CCC1)[C@H](C)NC(=O)C1=NN(C(N1)=O)C